C1N(CC2=CC=CC=C12)CC1=CC(C2=C(O1)C=C(O2)C2[C@H]1CN(C[C@@H]21)S(=O)(=O)C)=O 5-(isoindolin-2-ylmethyl)-2-((1R,5S,6r)-3-(methylsulfonyl)-3-azabicyclo[3.1.0]hexan-6-yl)-7H-furo[3,2-b]pyran-7-one